C(C(=C)C)(=O)OCC[N+](C)(C)CC N,N-dimethyl-ethylammonio-ethyl methacrylate